C(CC)[Si](C=1C=C(C=CC1)P(N(P(C1=CC=C(C=C1)[Si](CCCC)(CCCC)CCCC)C1=CC=C(C=C1)[Si](CCCC)(CCCC)CCCC)C1CCCCCC1)C1=CC(=CC=C1)[Si](CCC)(CCC)CCC)(CCC)CCC N-(bis(3-(tripropylsilyl)phenyl)phosphaneyl)-N-cycloheptyl-1,1-bis(4-(tributylsilyl)phenyl)phosphanamine